5-(((tert-butyldimethylsilyl)oxy)methyl)-2-(3,3-dimethylcyclopent-1-en-1-yl)thiazole [Si](C)(C)(C(C)(C)C)OCC1=CN=C(S1)C1=CC(CC1)(C)C